S1C(=CC=C1)CCNC(OC1=CC=CC=C1)=O phenyl (2-(thiophene-2-yl)ethyl)carbamate